CC(C)(C)[O-].[Li+] Lithium tertButylat